COC=1C=C2C(=CC=NC2=CC1OC)OC=1C=CC(=NC1)C1=C(C(C(=NN1C(C)C)C(=O)N)=O)C1=CC=C(C=C1)F (5-((6,7-dimethoxyquinolin-4-yl)oxy)pyridin-2-yl)-5-(4-fluorophenyl)-1-isopropyl-4-oxo-1,4-dihydropyridazine-3-carboxamide